C(C)(C)(C)OOC(=O)OCCCCCCOC(=O)OOC(C)(C)C 1,6-bis(T-butylperoxycarbonyloxy)hexane